C12N(CC(NC1)CC2)C=2C1=C(N=C(N2)OC([2H])([2H])C2(CC2)CN2CCCC2)C(N(C(=C1)C(F)(F)F)C1=CC(=CC2=CC=C(C(=C12)F)F)O)=O 4-(2,5-Diazabicyclo[2.2.2]octan-2-yl)-7-(7,8-difluoro-3-hydroxynaphthalen-1-yl)-2-((1-(pyrrolidin-1-ylmethyl)cyclopropyl)methoxy-d2)-6-(trifluoromethyl)pyrido[3,4-d]pyrimidin-8(7H)-one